C(CC(C(=O)N)CCCCCCCCCCCCCC(C)C)C(C(=O)N)CCCCCCCCCCCCCC(C)C ethylenebis-isostearamide